1-Amino-3-bis-(2-hydroxyethyl)amino-benzol NC1=CC(=CC=C1)N(CCO)CCO